1-(2-cyclopropylethyl)-5-((isobutylamino)methyl)-N-(3-((1s,3s)-3-methyl-1-(4-methyl-4H-1,2,4-triazol-3-yl)cyclobutyl)phenyl)-2-oxo-1,2-dihydropyridine-3-carboxamide C1(CC1)CCN1C(C(=CC(=C1)CNCC(C)C)C(=O)NC1=CC(=CC=C1)C1(CC(C1)C)C1=NN=CN1C)=O